(±)-cis-N-(8-chloro-6-(3-methylpyridin-4-yl)isoquinolin-3-yl)-2-fluorocyclopropanecarboxamide ClC=1C=C(C=C2C=C(N=CC12)NC(=O)[C@H]1[C@H](C1)F)C1=C(C=NC=C1)C |r|